[O-2].C(=CC)[Fe+2] propenyl-iron oxide